NC1=C(OC[C@@H]2CN([C@H](O2)C(F)(F)F)C2=CC(=C(C#N)C=C2)C(F)(F)F)C=CC(=C1)C#N 4-((2R,5S)-5-((2-amino-4-cyanophenoxy)methyl)-2-(trifluoromethyl)oxazolidin-3-yl)-2-(trifluoromethyl)benzonitrile